6-{2-[(oxan-4-yl)amino]-5-(ethenyl)pyrimidin-4-yl}-2-[2-oxo-2-(1,2,3,4-tetrahydroisoquinolin-2-yl)ethyl]-2,3-dihydro-1H-isoindol-1-one O1CCC(CC1)NC1=NC=C(C(=N1)C1=CC=C2CN(C(C2=C1)=O)CC(N1CC2=CC=CC=C2CC1)=O)C=C